C1(=CC=CC=C1)NC(=O)C=1C2=C(SC1NC(C1=CC(=C(C(=C1)O)O)O)=O)CCCC2 N-phenyl-2-(3,4,5-trihydroxybenzamido)-4,5,6,7-tetrahydrobenzo[b]thiophene-3-carboxamide